FC1=NC(=C2N=CN(C2=N1)C1OCCCC1)NCC1=CC=C(C=C1)OC(F)(F)F 2-fluoro-6-{[4-(trifluoromethoxy)benzyl]amino}-9-(tetrahydro-2H-pyran-2-yl)-9H-purine